[C@H]12CN(C[C@H](CC1)N2)C=2C1=C(N=C(N2)/C=C\2/C(CCC2)N(C)C)C(=C(N=C1)C1=CC(=CC2=CC=C(C(=C12)C#C)F)O)F 4-(4-((1R,5S)-3,8-diazabicyclo[3.2.1]octan-3-yl)-2-((E)-(2-(dimethylamino)cyclopentylidene)methyl)-8-fluoropyrido[4,3-d]pyrimidin-7-yl)-5-ethynyl-6-fluoronaphthalen-2-ol